(R)-3-amino-5-bromo-4-(2-methyl-6-oxopiperidin-1-yl)benzoic acid NC=1C=C(C(=O)O)C=C(C1N1[C@@H](CCCC1=O)C)Br